(S)-2-((S)-2-acetamido-5-(tert-butoxy)-5-oxopentanamido)-4-phenylbutyric acid C(C)(=O)N[C@H](C(=O)N[C@H](C(=O)O)CCC1=CC=CC=C1)CCC(=O)OC(C)(C)C